FC1=CC=C2C=C(C=NC2=C1)C(=O)N 7-fluoroquinoline-3-carboxamide